C1C=CC=2OC3=C(C21)C=CC=C3 cyclopent[b]benzofuran